FC(C(=O)O)(F)F.C(C)(C)(C)OC(CC[C@@H](N)C(N)=O)=O D-alpha-glutamine tert-butyl ester trifluoroacetate salt